C(#C)C1=C(C(=C(C(=C1C)C#C)C)C#C)C 1,3,5-triethynyl-2,4,6-trimethylbenzene